FC1=C(C=C2CN(C(C2=C1)=O)C1C(NC(CC1)=O)=O)CN1CCN(CC1)C(C1=C(C=CC(=C1)CC1=NNC(C2=CC=CC=C12)=O)F)=O 3-(6-fluoro-5-((4-(2-fluoro-5-((4-oxo-3,4-dihydrophthalazin-1-yl)methyl)benzoyl)piperazine-1-yl)methyl)-1-oxoisoindolin-2-yl)piperidine-2,6-dione